3-(4-((3-bromo-1-cyclopentyl-1H-indazol-6-yl)methoxy)phenyl)butanoic acid BrC1=NN(C2=CC(=CC=C12)COC1=CC=C(C=C1)C(CC(=O)O)C)C1CCCC1